N-((4-methoxyphenyl)(methyl)(oxo)-λ6-sulfanylidene)-4-(5-(trifluoromethyl)-1,2,4-oxadiazol-3-yl)benzamide COC1=CC=C(C=C1)S(=NC(C1=CC=C(C=C1)C1=NOC(=N1)C(F)(F)F)=O)(=O)C